[Cu+2].NC1=C(C(=O)NC(C)(C)C)C=C(C=N1)C1=C(C=C(C=C1)NC([C@H](O)C1=CC(=CC(=C1)F)F)=O)C (R)-2-amino-N-(tert-butyl)-5-(4-(2-(3,5-difluorophenyl)-2-hydroxyacetamido)-2-methylphenyl)nicotinamide copper (II)